BrC1=CC2=C(C3=C(O2)C=C(C=C3)Cl)C=C1 7-bromo-3-chlorodibenzo[b,d]furan